C1=NC(N2C1=CN=CC2)=O 5H-imidazo[1,5-a]pyrazin-3-one